OC1=C(C=C(C=C1)CCC(C)=O)C1CCCCC1 4-(4-hydroxy-3-cyclohexylphenyl)butan-2-one